(R)-isopropyl 3-(9-((1s,4S)-4-carbamoylcyclohexyl)-8-(4-cyano-2,6-difluorophenylamino)-9H-purin-2-ylamino)piperidine-1-carboxylate C(N)(=O)C1CCC(CC1)N1C2=NC(=NC=C2N=C1NC1=C(C=C(C=C1F)C#N)F)N[C@H]1CN(CCC1)C(=O)OC(C)C